C=1N=CN2C1C1=CC=CC=C1[C@H]2C2COC1=CC(=CC=C1C2O)S(=O)(=O)C 3-((R)-5H-imidazo[5,1-a]isoindol-5-yl)-7-(methylsulfonyl)chroman-4-ol